NC1=NC=CC=C1C1=NC=2C(=NC(=CC2)C2=CC=CC=C2)N1C1=CC=C(C=C1)NC(=O)C1CC2(CC(C2)C(=O)OC)C1 methyl 6-[[4-[2-(2-amino-3-pyridyl)-5-phenyl-imidazo[4,5-b]pyridin-3-yl]phenyl]carbamoyl]spiro[3.3]heptane-2-carboxylate